BrC1=C(C=C2C=NN(C2=C1)C1CCNCC1)F 6-bromo-5-fluoro-1-(piperidin-4-yl)indazole